(3S)-5-[(E)-3-[2-[2-(5-amino-2-methyl-6-oxo-3-phenyl-1-piperidyl)ethyl-methyl-amino]ethoxy]prop-1-enyl]-2-oxo-spiro[1H-pyrrolo[2,3-b]pyridine-3,6'-5,7-dihydrocyclopenta[b]pyridine] NC1CC(C(N(C1=O)CCN(CCOC/C=C/C=1C=C2C(=NC1)NC([C@]21CC=2C(=NC=CC2)C1)=O)C)C)C1=CC=CC=C1